R-phenylacetylene C1(=CC=CC=C1)C#C